C(=O)C1OC(CC1)C=O 2,5-diformyltetrahydrofuran